tetraoxa-16-azaicosan-1-amide C(OOOOCCCCCCCCCCNCCCC)(=O)N